FC=1C=C(C(=CC1N)F)C1=CC=C(N)C=C1 3,6-difluorobenzidine